COC1=CC(=CC2=C1C=CC(O2)(C)C)C=CC2=CC=C(C=C2)O 5-Methoxy-2,2-dimethyl-7-[2-(4-hydroxyphenyl)ethenyl]-2H-1-benzopyran